FC=1C=C(C=CC1)[C@@H](C)O (R)-1-(3-fluorophenyl)ethan-1-ol